[Br-].C(=C)N1CN(C=C1)CC 1-Vinyl-3-ethylimidazole bromide